FC1=CC=C2C(NN=C(C2=C1)C1=CC2=C(NC(=N2)NC(OCC)=O)C=C1C)=O Ethyl (5-(7-fluoro-4-oxo-3,4-dihydrophthalazin-1-yl)-6-methyl-1H-benzimidazol-2-yl)carbamate